(4'-formyl-[1,1'-biphenyl]-4-yl)boronic acid C(=O)C1=CC=C(C=C1)C1=CC=C(C=C1)B(O)O